diethyl ((6-methoxybenzo[d]thiazolyl)methyl)phosphonate COC1=CC2=C(N=C(S2)CP(OCC)(OCC)=O)C=C1